5-methoxy-3-[(1-methyl-2,2-dioxo-3H-2,1-benzothiazol-5-yl)amino]-6-(3-methylimidazo[4,5-c]pyridin-7-yl)pyrazine-2-carboxamide COC=1N=C(C(=NC1C=1C2=C(C=NC1)N(C=N2)C)C(=O)N)NC=2C=CC1=C(CS(N1C)(=O)=O)C2